C(C)(C)(C)OC1C(CC2N(CCC3=CC(=C(C=C23)OC)OC([2H])([2H])[2H])C1)O 3-(tert-butoxy)-10-methoxy-9-(methoxy-d3)-1,3,4,6,7,11b-hexahydro-2H-pyrido[2,1-a]isoquinolin-2-ol